[Li]C1=CC=CC=2CC3=CC=CC(=C3C12)[Li] 4,5-di-lithiofluorene